dimethyl-2,3-dioleoyloxypropyl-2-(2-arginino)ethyl-ammonium trifluoroacetate FC(C(=O)[O-])(F)F.C[N+](CC[C@](N)(CCCNC(N)=N)C(=O)O)(CC(COC(CCCCCCC\C=C/CCCCCCCC)=O)OC(CCCCCCC\C=C/CCCCCCCC)=O)C